N-ethyl-6'-methyl-2'-(quinolin-3-yl)-5',6'-dihydrospiro[azetidine-3,4'-pyrrolo[1,2-b]pyrazole]-1-carboxamide C(C)NC(=O)N1CC2(CC(N3N=C(C=C32)C=3C=NC2=CC=CC=C2C3)C)C1